hydroxylamineselon N(O)=[Se]